C(C)(C)(C)OC(=O)N1[C@@H](C[C@H](C1)F)C(=O)NC=1C=C(C(=O)OC)C=C(N1)Cl methyl 2-((2S,4R)-1-(tert-butoxycarbonyl)-4-fluoropyrrolidine-2-carboxamido)-6-chloroisonicotinate